7-fluoro-5-(4,4,5,5-tetramethyl-1,3,2-dioxaborolan-2-yl)indolin-2-one FC=1C=C(C=C2CC(NC12)=O)B1OC(C(O1)(C)C)(C)C